C(C1=CC=CC=C1)OC1=NC(=CC(=C1CCl)C)C 2-(benzyloxy)-3-(chloromethyl)-4,6-lutidine